ClC=1C(=NC=CC1SC=1N=CC(=NC1)N1CCC2([C@@H]([C@@H](OC2)C)NC(OC(C)(C)C)=O)CC1)NC(=O)NS(=O)(=O)C1=CC=CC=C1 tert-butyl ((3S,4S)-8-(5-((3-chloro-2-(3-(phenylsulfonyl)ureido)pyridin-4-yl)thio)pyrazin-2-yl)-3-methyl-2-oxa-8-azaspiro[4.5]decan-4-yl)carbamate